3-[3-[Methyl-[2-(methylamino)ethyl]carbamoyl]phenyl]-1-sulfamoyl-pyrrole-2-carboxylic acid CN(C(=O)C=1C=C(C=CC1)C1=C(N(C=C1)S(N)(=O)=O)C(=O)O)CCNC